ClC=1C=C(C=CC1OC)C1=NC=CC=C1 (3-chloro-4-methoxyphenyl)pyridin